3-((2-methoxyethoxy)methyl)-9-(trifluoromethyl)-2,3-dihydro-5H-[1,4]thiazino[2,3,4-ij]quinazolin-5-one COCCOCC1CSC=2C=C(C=C3C=NC(N1C23)=O)C(F)(F)F